7-(1,4-dioxaspiro[4.5]dec-8-yl)imidazo[5,1-f][1,2,4]triazin-4(3H)-one O1CCOC12CCC(CC2)C2=NC=C1C(NC=NN12)=O